FC1=C2C3=C(NC2=CC=C1)CN(C(C3)C)CC(C)(C)F 5-fluoro-2-(2-fluoro-2-methylpropyl)-3-methyl-2,3,4,9-tetrahydro-1H-pyrido[3,4-b]indole